C1(=CC=CC=C1)C=1C=C2C(=CN1)NC(=C2)C(=O)O 5-phenyl-1H-pyrrolo[2,3-c]pyridine-2-carboxylic acid